C(CC(=O)[O-])(=O)OCCCC z-butyl malonate